N-benzyl-3-(7-chloro-4-(methylamino)-2-oxoquinazolin-1(2H)-yl)benzamide C(C1=CC=CC=C1)NC(C1=CC(=CC=C1)N1C(N=C(C2=CC=C(C=C12)Cl)NC)=O)=O